COCC 1-methoxyethan